5-methyl-N-(3-(3,3,3-trifluoro-2-hydroxyl-2-methylpropyl)-1,2,4-thiadiazol-5-yl)-4-(3-cyanophenyl)furan-2-carboxamide CC1=C(C=C(O1)C(=O)NC1=NC(=NS1)CC(C(F)(F)F)(C)O)C1=CC(=CC=C1)C#N